1-((2-oxo-2,3-dihydro-1H-benzo[d]imidazol-5-yl)carbamoyl)indoline-4-carboxylic acid methyl ester COC(=O)C=1C=2CCN(C2C=CC1)C(NC1=CC2=C(NC(N2)=O)C=C1)=O